C1(CC1)C=C(C#N)C(=O)N1CCN(CC1)C(CCC1=C(NC2=NC=CC=C21)C2=C(C=C(C=C2)C)C2=CC=CC=C2)=O 3-cyclopropyl-2-(4-(3-(2-(5-methyl-[1,1'-biphenyl]-2-yl)-1H-pyrrolo[2,3-b]pyridin-3-yl)propionyl)piperazine-1-carbonyl)acrylonitrile